ClC=1C(=C(C=CC1F)C(C)(C)O)F 2-(3-chloro-2,4-difluorophenyl)propan-2-ol